FC1=C2C=C(C=NC2=CC(=C1C(C)N1N=NC=2C1=NC(=CN2)C2=CC(=C(C(=O)NC)C=C2)F)F)C=2C=NN(C2)C 4-(1-(1-(5,7-difluoro-3-(1-methyl-1H-pyrazol-4-yl)quinolin-6-yl)ethyl)-1H-[1,2,3]triazolo[4,5-b]pyrazin-6-yl)-2-fluoro-N-methylbenzamide